sulfosulfur S(=O)(=O)(O)[S]